5-allyluracil C(C=C)C=1C(NC(NC1)=O)=O